N-(2-methyl-4-nitrophenyl)acetamide CC1=C(C=CC(=C1)[N+](=O)[O-])NC(=O)C